C[C@@H]1[C@H]2C([C@H]2[C@H](N1)C)C(=O)NC(COC1=NC=CC=C1C)(C)C (1R,2R,4R,5S,6R)-2,4-dimethyl-N-(2-methyl-1-((3-methylpyridin-2-yl)oxy)propan-2-yl)-3-azabicyclo[3.1.0]hexane-6-carboxamide